4-[3-chloro-4-(N-cyclopropylureido)phenoxy]-7-methoxyquinoline-6-carboxamide ClC=1C=C(OC2=CC=NC3=CC(=C(C=C23)C(=O)N)OC)C=CC1N(C(=O)N)C1CC1